6-chloro-N-[5-chloro-1-(3-fluorocyclobutyl)-1H-pyrazol-4-yl]-7-[4-(3-methyloxetan-3-yl)piperazin-1-yl]quinazolin-2-amine ClC=1C=C2C=NC(=NC2=CC1N1CCN(CC1)C1(COC1)C)NC=1C=NN(C1Cl)C1CC(C1)F